C(C)(C)(C)OC(=O)N1[C@@H](C=C(C1)C1=C(C=CC=C1)C)CO[Si](C1=CC=CC=C1)(C1=CC=CC=C1)C(C)(C)C (S)-2-(((tert-butyldiphenylsilyl)oxy)methyl)-4-(o-tolyl)-2,5-dihydro-1H-pyrrole-1-carboxylic acid tert-butyl ester